(3,4-epoxycyclohexyl)ethyl-methylphenoxysilane C1(CC2C(CC1)O2)CC[SiH](OC2=CC=CC=C2)C